2-oxo-1,2-dihydrospiro[indole-3,3'-pyrrolidine]-4'-carbonitrile O=C1NC2=CC=CC=C2C12CNCC2C#N